2-hydroxy-3-fluoro-4-trifluoromethyl-pyridine OC1=NC=CC(=C1F)C(F)(F)F